CC(CC(=O)O)CC(=O)NC1=CC=C(C=C1)N[C@@H]1C[C@@H](N(C2=CC=CC=C12)C(CC)=O)C |o1:17,19| 3-methyl-5-[(4-{[(2S*,4R*)-2-methyl-1-propionyl-1,2,3,4-tetrahydroquinolin-4-yl]amino}phenyl)amino]-5-oxopentanoic acid